5-Fluoro-2-(2-(2-hydroxy-prop-2-yl)pyrimidin-4-yl)isonicotinic acid methyl ester COC(C1=CC(=NC=C1F)C1=NC(=NC=C1)C(C)(C)O)=O